FC1(CC1)CNC=1N=CC2=C(N1)NC=C2C2=CC=1N(C=C2)N=CC1C(=O)N[C@@H](C(F)(F)F)C (R)-5-(2-(((1-fluorocyclopropyl)methyl)amino)-7H-pyrrolo[2,3-d]pyrimidin-5-yl)-N-(1,1,1-trifluoropropan-2-yl)pyrazolo[1,5-a]pyridine-3-carboxamide